S1C(=CC=C1)C1=CC=C(C)C=C1 4-(2-thienyl)toluene